(S)-7,7'-bis(diphenylphosphino)-3,3',4,4'-tetrahydro-4,4'-dimethyl-8,8'-bi(2H-1,4-benzoxazine) C1(=CC=CC=C1)P(C1=C(C2=C(N(CCO2)C)C=C1)C1=C(C=CC=2N(CCOC21)C)P(C2=CC=CC=C2)C2=CC=CC=C2)C2=CC=CC=C2